C(C)N1C=CC(C=C1)=C1C=CN(C=C1)CC 1,1'-bis(ethyl)-4,4'-bipyridyl